CS(=O)(=O)CCN(CC[C@@H](C(=O)O)NC1=NC(=NC2=CC=CC=C12)C=1C=NC=CC1)CCCCC1=NC=2NCCCC2C=C1 (S)-4-((2-(methylsulfonyl)ethyl)(4-(5,6,7,8-tetrahydro-1,8-naphthyridin-2-yl)butyl)amino)-2-((2-(pyridin-3-yl)quinazolin-4-yl)amino)butanoic acid